O=C1NC(CCC1N1C(C2=CC=C(C=C2C1=O)OCCOCCOCCOCCC1CN(CCO1)C(=O)O)=O)=O.C(C(C)C)C1=CC=CC=C1 ISOBUTYL-BENZENE 2-[2-[2-[2-[2-[2-(2,6-dioxo-3-piperidyl)-1,3-dioxo-isoindolin-5-yl]oxyethoxy]ethoxy]ethoxy]ethyl]morpholine-4-carboxylate